nitrosozinc ferrocyanide [Fe-4](C#N)(C#N)(C#N)(C#N)(C#N)C#N.N(=O)[Zn+].N(=O)[Zn+].N(=O)[Zn+].N(=O)[Zn+]